CC=1C=CC2=C(N=C(O2)C2CCNCC2)C1 5-methyl-2-(piperidin-4-yl)-1,3-benzoxazole